O=C1NC(CCC1N1C(C2=CC(=CC(=C2C1=O)O)C=1C=NN(C1)C)=O)=O 2-(2,6-dioxopiperidin-3-yl)-4-hydroxy-6-(1-methyl-1H-pyrazol-4-yl)isoindoline-1,3-dione